Octanoic acid, nonyl ester C(CCCCCCC)(=O)OCCCCCCCCC